NC1=NC=NC=2C3=C(CC(C12)(C)C)C(=C(C=C3)O[C@@H]3CC[C@H](CC3)NC(=O)OC(C)(C)C)/C(=C/C(=O)O)/C (E)-3-[4-amino-8-[trans-4-(tert-butoxycarbonylamino)cyclohexyloxy]-5,5-dimethyl-6H-benzo[H]quinazolin-7-yl]but-2-enoic acid